NCC(=O)OCN1N=CC(=C1)C=1SC=C(N1)C(NC=1C(=NN(C1)C1CCC(CC1)OCC)C1=NC(=CC=C1F)F)=O (4-(4-((3-(3,6-difluoropyridin-2-yl)-1-((1r,4r)-4-ethoxycyclohexyl)-1H-pyrazol-4-yl)carbamoyl)thiazol-2-yl)-1H-pyrazol-1-yl)methyl glycinate